O[C@H]1C[C@@H](CCC1)N1C(C2(C3=C1N=C(N=C3)NC=3C(=NN(C3)C)C=3C=NNC3C(F)(F)F)CC2)=O 7'-((1R,3R)-3-hydroxycyclohexyl)-2'-((r-methyl-5'-(trifluoromethyl)-1H,1'H-[3,4'-bipyrazol]-4-yl)amino)spiro[cyclopropane-1,5'-pyrrolo[2,3-d]pyrimidin]-6'(7'H)-one